FC=1C=CC=C2C(=NN(C12)CC1=C(C=CC=C1)F)C1=NC(=C(C(=N1)N)N)N 2-(7-fluoro-1-(2-fluorobenzyl)-1H-indazol-3-yl)pyrimidine-4,5,6-triamine